CC1=C(C=C(S1)C(=O)O)CCC 5-methyl-4-propylthiophene-2-carboxylic acid